NC(C(CCC(=O)OC(C)(C)C)N1C(C2=CC=C(C=C2C1)C(CN(C(=O)C12CCN(CC1)CC2)C)=O)=O)=O tert-Butyl 5-amino-4-(5-(N-methyl-N-(quinuclidine-4-carbonyl)glycyl)-1-oxoisoindolin-2-yl)-5-oxopentanoate